1-(methylsulfonyl)-1,2,3,4-tetrahydropyridine-4-carboxylic acid ethyl ester C(C)OC(=O)C1CCN(C=C1)S(=O)(=O)C